N-(5-(benzyloxy)-3,4,6-trimethylpyridin-2-yl)benzo[b]thiophene-2-carboxamide C(C1=CC=CC=C1)OC=1C(=C(C(=NC1C)NC(=O)C1=CC2=C(S1)C=CC=C2)C)C